4-(3-acryloyl-3,8-diazabicyclo[3.2.1]octan-8-yl)-7-(2-fluorophenyl)-1-(2-isopropyl-4-methylpyridin-3-yl)-2-oxo-1,2-dihydropyrido[2,3-d]pyrimidine-6-carbonitrile C(C=C)(=O)N1CC2CCC(C1)N2C=2C1=C(N(C(N2)=O)C=2C(=NC=CC2C)C(C)C)N=C(C(=C1)C#N)C1=C(C=CC=C1)F